N-Aminoethylpiperazin NCCN1CCNCC1